C(C)(C)(C)OC(=O)C=1C(=C(N2CCCC12)C(=O)O)C 7-(tert-butoxycarbonyl)-6-methyl-2,3-dihydro-1H-pyrrolizine-5-carboxylic acid